2-(3-amino-1-methyl-1H-pyrazol-5-yl)propan-2-ol NC1=NN(C(=C1)C(C)(C)O)C